L-cysteineyl-L-proline N[C@@H](CS)C(=O)N1[C@@H](CCC1)C(=O)O